4-(2-Fluoro-4-(trifluoromethyl)phenyl)piperazine-1-carboxylic acid FC1=C(C=CC(=C1)C(F)(F)F)N1CCN(CC1)C(=O)O